FC1=CC=C(C=C1)C=1N=CN(C1C1=CC=NC=C1)CC(=O)O 2-[4-(4-fluorophenyl)-5-(pyridin-4-yl)-1H-imidazol-1-yl]acetic acid